Rac-(2R,3R)-1,4-bis(3-bromo-5-(tert-butyl)-2-(ethoxymethoxy)phenyl)butane-2,3-Diol BrC=1C(=C(C=C(C1)C(C)(C)C)C[C@H]([C@@H](CC1=C(C(=CC(=C1)C(C)(C)C)Br)OCOCC)O)O)OCOCC |r|